(N-phenylphenanthroimidazolyl)-benzyl alcohol C1(=CC=CC=C1)N1C(=NC2=C1C=CC=1C=3C=CC=CC3C=CC12)C(C1=CC=CC=C1)O